(S)-4-(7-(6-bromo-4-cyanopyridin-2-yl)-5-(2-fluorophenyl)-7H-pyrrolo[2,3-d]pyrimidin-4-yl)-3-methylpiperazine-1-carboxylic acid tert-butyl ester C(C)(C)(C)OC(=O)N1C[C@@H](N(CC1)C=1C2=C(N=CN1)N(C=C2C2=C(C=CC=C2)F)C2=NC(=CC(=C2)C#N)Br)C